4-bromo-6-(2-(dimethylamino)ethoxy)-3-fluorobenzene-1,2-diamine BrC=1C(=C(C(=C(C1)OCCN(C)C)N)N)F